3-(4-fluorophenyl)-1-(2-hydroxyethyl)-2,4-dioxo-1,2,3,4-tetrahydropyrimidine-5-carboxylic acid FC1=CC=C(C=C1)N1C(N(C=C(C1=O)C(=O)O)CCO)=O